C([C@@H]([C@H]([C@H]([C@@H](C(=O)[O-])O)O)O)O)O The molecule is a galactonate that is the conjugate base of L-galactonic acid. It has a role as a human metabolite. It is a conjugate base of a L-galactonic acid. It is an enantiomer of a D-galactonate.